BrC1=CC2=C(C3=NC=4C=CC(=CC4N=C3C3=C2C=C(C=C3)Br)Br)C=C1 3,6,11-tribromo-dibenzophenazine